OC[C@H]1O[C@H]([C@@H]([C@@H]1O)O)N1C2=NC=NC(=C2N=C1)SC (2r,3s,4r,5r)-2-(hydroxymethyl)-5-(6-(methylthio)-9H-purin-9-yl)tetrahydrofuran-3,4-diol